(6-(2-(1-(difluoromethyl)-1H-pyrazol-3-yl)-1-(4-(4-fluoro-1-methyl-1H-1,2,3-triazol-5-yl)-1H-pyrazol-1-yl)ethyl)pyridin-3-yl)boronic acid FC(N1N=C(C=C1)CC(N1N=CC(=C1)C1=C(N=NN1C)F)C1=CC=C(C=N1)B(O)O)F